ClC1=CC=C(C=C1)C1=NOC(=N1)N1CCC(CC1)C(=O)NCC1CNCC1 1-(3-(4-chlorophenyl)-1,2,4-oxadiazol-5-yl)-N-(pyrrolidin-3-ylmethyl)piperidine-4-carboxamide